C1(CC1)C1=NNC(=C1)NC(CC1=NN(C=C1)C1=CN=CS1)=O N-(3-cyclopropyl-1H-pyrazol-5-yl)-2-(1-(thiazol-5-yl)-1H-pyrazol-3-yl)acetamide